FC(C(CN1CC2(CC1)CCN(CC2)C=2C1=C(N=C(N2)C2=CC=NC=C2)C=NC=C1OC)(O)C)(F)F 1,1,1-trifluoro-3-(8-(5-methoxy-2-(pyridin-4-yl)pyrido[3,4-d]pyrimidin-4-yl)-2,8-diazaspiro[4.5]decan-2-yl)-2-methylpropan-2-ol